C(#N)C1=C(C=C(C=N1)NS(=O)(=O)C1=CC(=C(C=C1)OCC)C=1NC(C2=C(N1)C(=NN2C)CCC)=O)C(F)(F)F N-(6-cyano-5-(trifluoromethyl)pyridin-3-yl)-4-ethoxy-3-(1-methyl-7-oxo-3-propyl-6,7-dihydro-1H-pyrazolo[4,3-d]pyrimidin-5-yl)benzenesulfonamide